vanadium dibutyl-tin C(CCC)[Sn]CCCC.[V]